ClC=1C=C(C=C(C1C=O)F)NC(=O)C=1C(=NN(C1)C1=CC=C(C=C1)F)C N-(3-chloro-5-fluoro-4-formylphenyl)-1-(4-fluorophenyl)-3-methyl-1H-pyrazole-4-carboxamide